ClC1=C(C=C(C(=C1)O)F)N=C(N)C1=C(C=2N(N=C1)C=C(C2)C2=C(C=CC=C2)CN(C)C)N[C@@H]2COCC2 N'-(2-chloro-5-fluoro-4-hydroxy-phenyl)-6-[2-[(dimethylamino)methyl]phenyl]-4-[[(3S)-tetrahydrofuran-3-yl]amino]pyrrolo[1,2-b]pyridazine-3-carboxamidine